ClC=1C=C2C(=CN=CC2=CN1)C(C)C 6-chloro-4-isopropyl-2,7-naphthyridine